tert-butyl (S)-3-((6-((5-methylthiazol-2-yl)amino)-1-(2,2,2-trifluoroethyl)-1H-pyrrolo[3,2-c]pyridin-4-yl)oxy)pyrrolidine-1-carboxylate CC1=CN=C(S1)NC1=CC2=C(C(=N1)O[C@@H]1CN(CC1)C(=O)OC(C)(C)C)C=CN2CC(F)(F)F